1-(2,5-dichlorophenyl)-1,2-propanediol ClC1=C(C=C(C=C1)Cl)C(C(C)O)O